C1=C(C=CC2=CC=CC=C12)O\C=C\1/NC(C2=CC=CC=C12)=O (Z)-3-((naphthalen-2-yloxy)methylene)isoindolin-1-one